[(2S)-1-cyano-2-[[(2S)-2-[(4-methoxy-1H-indole-2-carbonyl) amino]-4-methyl-pentanoyl] amino]-3-[(3S)-2-oxopyrrolidin-3-yl] propyl] N-propylcarbamate C(CC)NC(OC([C@H](C[C@H]1C(NCC1)=O)NC([C@H](CC(C)C)NC(=O)C=1NC2=CC=CC(=C2C1)OC)=O)C#N)=O